2-(N-(benzo[d]oxazol-6-yl)propiolamido)-3,3-dimethylbutanamide O1C=NC2=C1C=C(C=C2)N(C(C#C)=O)C(C(=O)N)C(C)(C)C